N,N,N-triethyl-N-(2-ethoxyethyl)ammonium chloride [Cl-].C(C)[N+](CCOCC)(CC)CC